FC1=CC=C(N1)C1=NC=C(C=O)C=C1 6-(5-fluoro-1H-pyrrol-2-yl)nicotinaldehyde